2-isobutyl-4-pentenoic acid methyl ester COC(C(CC=C)CC(C)C)=O